bis(2-furyl)phosphine chloride [Cl-].O1C(=CC=C1)PC=1OC=CC1